C1N(CC12CCC2)CC=2C=C(N1N=CN=C(C12)N)Br 5-((2-azaspiro[3.3]heptan-2-yl)methyl)-7-bromopyrrolo[2,1-f][1,2,4]triazin-4-amine